O=C(CC#N)C=1C=NC=CC1 3-oxo-3-(pyridin-3-yl)propionitrile